(1R,5R,6R)-5-((6-(5-((((cyclobutylmethyl)(methyl)carbamoyl)oxy)methyl)-1-methyl-1H-1,2,3-triazol-4-yl)-2-methylpyridin-3-yl)oxy)bicyclo[4.1.0]heptane-1-carboxylic Acid C1(CCC1)CN(C(=O)OCC1=C(N=NN1C)C1=CC=C(C(=N1)C)O[C@@H]1CCC[C@]2(C[C@@H]12)C(=O)O)C